3,6-dioxa-4-methyl-7-octene-sulfonic acid CC(OCCS(=O)(=O)O)COC=C